[3-(4,5-dihydro-3-isoxazolyl)-2-methyl-4-(methylsulfonyl)phenyl](5-hydroxy-1-methylpyrazol-4-yl)methanone O1N=C(CC1)C=1C(=C(C=CC1S(=O)(=O)C)C(=O)C=1C=NN(C1O)C)C